Br\C(=C(/Cl)\C1=NC=CC=C1)\I (E)-2-(2-bromo-1-chloro-2-iodovinyl)pyridine